5-ethyl-2-methoxy-N-(4-methoxy-6-((4-(piperazine-1-carbonyl)-1H-pyrazol-1-yl)methyl)benzo[d]isoxazol-3-yl)benzenesulfonamide hydrochloride Cl.C(C)C=1C=CC(=C(C1)S(=O)(=O)NC1=NOC2=C1C(=CC(=C2)CN2N=CC(=C2)C(=O)N2CCNCC2)OC)OC